N-((2,4-diisopropyl-6-methoxypyridin-3-yl)carbamoyl)-6,6-dimethyl-6,7-dihydro-5H-pyrazolo[5,1-b][1,3]oxazine-3-sulfonimidamide C(C)(C)C1=NC(=CC(=C1NC(=O)NS(=O)(=N)C=1C=NN2C1OCC(C2)(C)C)C(C)C)OC